3-(3-(2-hydroxypropan-2-yl)-1,2,4-oxadiazol-5-yl)prop-2-en-1-one OC(C)(C)C1=NOC(=N1)C=CC=O